2-((1-Aminopropan-2-yl)(methanesulfonyl)amino)-9,10-dimethoxy-6,7-dihydro-4H-pyrimido[6,1-a]isoquinolin-4-one NCC(C)N(C1=NC(N2C(C3=CC(=C(C=C3CC2)OC)OC)=C1)=O)S(=O)(=O)C